4-trifluoromethyl-phenyl-pyrimidine FC(C1=CC=C(C=C1)C1=NC=CC=N1)(F)F